The molecule is an organophosphate oxoanion that is molybdopterin guanine dinucleotide protonated to pH 7.3. It is a conjugate base of a molybdopterin guanine dinucleotide. C1=NC2=C(N1[C@H]3[C@@H]([C@@H]([C@H](O3)COP(=O)([O-])OP(=O)([O-])OC[C@@H]4C(=C([C@H]5[C@@H](O4)NC6=C(N5)C(=O)NC(=N6)N)S)[S-])O)O)N=C(NC2=O)N